(3-(1,4-dimethyl-1H-1,2,3-triazol-5-yl)-5-(3-(methoxymethyl)chroman-4-yl)-5H-pyrido[3,2-b]indol-7-yl)propan-2-ol CN1N=NC(=C1C1=CC=2N(C=3C=C(C=CC3C2N=C1)CC(C)O)C1C(COC2=CC=CC=C12)COC)C